N[C@@H](CC(=O)O)C(=O)N[C@@H](CC(O)=O)C(=O)N[C@@H](C)C(=O)N[C@@H](CC(C)C)C(=O)N[C@@H](CCSC)C(=O)N1[C@@H](CCC1)C(=O)N L-aspartyl-L-alpha-aspartyl-L-alanyl-L-leucyl-L-methionyl-L-prolinamide